C(C#C)OC=1C(=NC(=CC1)CN(CCOCCO)CCOCCOCCN(CC)CC1=NC(=CC=C1)C(=O)O)C(=O)O (prop-2-yn-1-yl-oxy)-6-((16-((6-carboxypyridin-2-yl)methyl)-1,4,10,13-tetraoxa-7,16-diaza-octadeca-7-yl)methyl)picolinic acid